6-hydroxy-3'-methyl-4-(2-methyloctan-2-yl)-[1,1'-biphenyl]-2-yl methyl benzylphosphonate C(C1=CC=CC=C1)P(OC1=C(C(=CC(=C1)C(C)(CCCCCC)C)O)C1=CC(=CC=C1)C)(OC)=O